tellurium-niobium oxygen 2-(6-{[(3S,4R)-3-fluoro-2,2,6,6-tetramethylpiperidin-4-yl]oxy}pyridazin-3-yl)-5-(1H-pyrazol-4-yl)pyridin-3-ol F[C@H]1C(NC(C[C@H]1OC1=CC=C(N=N1)C1=NC=C(C=C1O)C=1C=NNC1)(C)C)(C)C.[O].[Nb].[Te]